bis(carboxymethoxy)-6,6'-diphenyl-1,1'-binaphthyl C(=O)(O)COC=1C(=C(C2=CC=C(C=C2C1)C1=CC=CC=C1)C1=CC=CC2=CC(=CC=C12)C1=CC=CC=C1)OCC(=O)O